(3R,5S)-5-methyl-1-[8-(trifluoromethyl)quinolin-5-yl]Piperidin-3-amine C[C@H]1C[C@H](CN(C1)C1=C2C=CC=NC2=C(C=C1)C(F)(F)F)N